C(CCCCCCCCCCC)NNC(=O)C1=CC=C(CC2=C(C(=O)N)C=CC=C2)C=C1 (4-(2-dodecylhydrazine-1-carbonyl)benzyl)benzamide